C(C)(C)(C)C1CCC(CC1)C1=CCC(CN1C(=O)OC(C)(C)C)C tert-butyl 6-(4-tert-butylcyclohexan-1-yl)-3-methyl-3,4-dihydro-2H-pyridine-1-carboxylate